2-(3-methoxy-4-benzyloxyphenyl)-7-methoxy-3,5-dibenzyloxyquinolin-4-one COC=1C=C(C=CC1OCC1=CC=CC=C1)C1=NC2=CC(=CC(=C2C(C1OCC1=CC=CC=C1)=O)OCC1=CC=CC=C1)OC